NC1=C(C(=NC(=N1)C1=C(C(=CC=C1)Cl)Cl)CO)N1CC(CCC1)N (6-amino-5-(3-aminopiperidin-1-yl)-2-(2,3-dichlorophenyl)pyrimidin-4-yl)methanol